methyltri-n-decylammonium sulfate S(=O)(=O)([O-])[O-].C[N+](CCCCCCCCCC)(CCCCCCCCCC)CCCCCCCCCC.C[N+](CCCCCCCCCC)(CCCCCCCCCC)CCCCCCCCCC